FC1=C2CCN(C2=CC(=C1)C(=O)OC)S(=O)(=O)C methyl 4-fluoro-1-(methylsulfonyl)indoline-6-carboxylate